6-chloro-9a-(3,4-dimethoxyphenyl)-1-(3-(dimethylamino)propyl)-3a,9a-dihydrochromeno[2,3-b]pyrrole-2,3,4(1H)-trione ClC=1C=C2C(C3C(N(C(C3=O)=O)CCCN(C)C)(OC2=CC1)C1=CC(=C(C=C1)OC)OC)=O